1-(3-fluoro-4-methylbenzyl)-5-hydroxy-N-methyl-2-oxo-2,3-dihydro-1H-benzo[b]azepine-4-carbothioamide FC=1C=C(CN2C3=C(C(=C(CC2=O)C(NC)=S)O)C=CC=C3)C=CC1C